6-(((6-(piperidin-4-yl)pyridin-2-yl)oxy)methyl)nicotinonitrile hydrochloride salt Cl.N1CCC(CC1)C1=CC=CC(=N1)OCC1=NC=C(C#N)C=C1